(S)-3-chloro-1-(1-(2-fluoropyridin-3-yl)ethyl)-N-(5-methyl-1H-pyrazol-3-yl)-1H-pyrazolo[3,4-b]pyrazin-6-amine ClC1=NN(C2=NC(=CN=C21)NC2=NNC(=C2)C)[C@@H](C)C=2C(=NC=CC2)F